6-fluoro-N-methyl-N-(4-morpholinylbenzyl)-2H-benzopyran-3-carboxamide FC=1C=CC2=C(C=C(CO2)C(=O)N(CC2=CC=C(C=C2)N2CCOCC2)C)C1